2-[(3R)-3-methylmorpholin-4-yl]-4-(1,3-oxazol-2-yl)-8-(1H-pyrazol-5-yl)-1,7-naphthyridine C[C@H]1N(CCOC1)C1=NC2=C(N=CC=C2C(=C1)C=1OC=CN1)C1=CC=NN1